OC1=C(C=C(C=C1)/C=C/C=O)OC (E)-3-(4-hydroxy-3-methoxyphenyl)acrolein